1-(9Z-pentadecenoyl)-2-heptadecanoyl-glycero-3-phosphocholine CCCCCCCCCCCCCCCCC(=O)O[C@H](COC(=O)CCCCCCC/C=C\CCCCC)COP(=O)([O-])OCC[N+](C)(C)C